tert-butyl 2-(3'-(7-cyano-5-formylbenzo[d]oxazol-2-yl)-2,2'-dimethyl-[1,1'-biphenyl]-3-yl)-3a,6,7,7a-tetrahydrothiazolo[5,4-c]pyridine-5(4H)-carboxylate C(#N)C1=CC(=CC=2N=C(OC21)C=2C(=C(C=CC2)C2=C(C(=CC=C2)C=2SC1CN(CCC1N2)C(=O)OC(C)(C)C)C)C)C=O